FC1=C(C=NC(=C1)OCC[Si](C)(C)C)N1C(=NC2=C(C1=O)SC=N2)SCC2=C(C=C(C=C2F)F)F 6-(4-fluoro-6-(2-(trimethylsilyl)ethoxy)pyridin-3-yl)-5-((2,4,6-trifluorobenzyl)thio)thiazolo[4,5-d]pyrimidin-7(6H)-one